3-(3-((dimethylamino)methyl)-4-hydroxy-1-(4-hydroxyphenylethyl)piperidin-4-yl)benzamide hydrochloride Cl.CN(C)CC1CN(CCC1(O)C=1C=C(C(=O)N)C=CC1)CCC1=CC=C(C=C1)O